1-(difluoromethyl)-5-fluoro-6-iodo-1,3-benzodiazole FC(N1C=NC2=C1C=C(C(=C2)F)I)F